C(N)(=O)C=1C(=NC(=C(N1)CC)C1CC1)NC=1C=C(CCNC([C@H](C)N(C(OC(C)(C)C)=O)C)=O)C=CC1 tert-butyl (S)-(1-((3-((3-carbamoyl-6-cyclopropyl-5-ethylpyrazin-2-yl)amino) phenethyl)amino)-1-oxopropan-2-yl)(methyl)carbamate